C(C)OC1C2C=CC(C1)C2 5-ethoxybicyclo[2.2.1]-2-heptene